C(C1=CC=CC=C1)OCC1=C(C(OC1=O)(CC(=O)[O-])C(F)(F)F)C1=CC=CC=C1 4-benzyloxymethyl-5-oxo-3-phenyl-2-trifluoromethyl-2,5-dihydrofuran-2-acetate